pyrogallol-4,6-dicarboxylic acid C=1(O)C(O)=C(O)C(=CC1C(=O)O)C(=O)O